C(C)N1C=C(C2=C1N=CN=C2N)I 7-Ethyl-5-iodo-7H-pyrrolo[2,3-d]pyrimidin-4-ylamine